distyrylphospholine C(=CC1=CC=CC=C1)C1C(=PCC1)C=CC1=CC=CC=C1